NC1=NC=CC(=C1Cl)SC=1C=CC=2C(=NC=C(N2)N2C3(CC(C3)NC(OC(C)(C)C)=O)CCC2)N1 tert-butyl (5-(6-((2-amino-3-chloropyridin-4-yl)thio)pyrido[2,3-b]pyrazin-2-yl)-5-azaspiro[3.4]octan-2-yl)carbamate